7-(((tert-butyldimethylsilyl)oxy)methyl)-5-(6-fluoro-5-methoxybenzofuran-2-yl)-2-methoxyquinoxaline [Si](C)(C)(C(C)(C)C)OCC1=CC(=C2N=CC(=NC2=C1)OC)C=1OC2=C(C1)C=C(C(=C2)F)OC